2,2-dimethyl-6-nitro-2H-pyrido[3,2-B][1,4]oxazin-3(4H)-one CC1(C(NC2=C(O1)C=CC(=N2)[N+](=O)[O-])=O)C